1-[2,4-Bis(trifluoromethyl)phenyl]-N-methyl-ethanamine FC(C1=C(C=CC(=C1)C(F)(F)F)C(C)NC)(F)F